NC1=C(N=C2N1C=CN=C2)C(=O)C=2C=NC=CC2Br (3-aminoimidazo[1,2-a]pyrazin-2-yl)(4-bromopyridin-3-yl)methanone